NC1=CC(=C(OCCO)C=C1)C(F)(F)F 2-(4-amino-2-(trifluoromethyl)phenoxy)ethan-1-ol